7-(3-(1-ethyl-1H-pyrazol-4-yl)-1H-pyrrolo[2,3-b]pyridin-5-yl)-2,5-dimethyl-1,2,3,4-tetrahydroisoquinoline C(C)N1N=CC(=C1)C1=CNC2=NC=C(C=C21)C2=CC(=C1CCN(CC1=C2)C)C